FC1=CC=C(C=C1)C(C)C1=C(N=CC(=N1)C(=O)NCC(C)O)NCCN1CCCC1 6-(1-(4-fluorophenyl)ethyl)-N-(2-hydroxypropyl)-5-((2-(pyrrolidin-1-yl)ethyl)amino)pyrazine-2-carboxamide